COC[C@H]1C[C@@H](CN1C(C=C)=O)N1N=C(C(=C1NC)C(=O)N)C#CC1=NC=2N(C=C1)N=CC2 1-[(3S,5R)-5-(Methoxymethyl)-1-(prop-2-enoyl)pyrrolidin-3-yl]-5-(methylamino)-3-(2-[pyrazolo-[1,5-a]pyrimidin-5-yl]ethynyl)pyrazole-4-carboxamide